(2S,3S,4R,5R)-5-(2-(5-chloropyridin-3-yl)-6-(methylamino)-9H-purin-9-yl)-N-ethyl-3,4-dihydroxyltetrahydrofuran-2-formamide ClC=1C=C(C=NC1)C1=NC(=C2N=CN(C2=N1)[C@H]1[C@@H]([C@@H]([C@H](O1)C(=O)NCC)O)O)NC